N[C@H]1C[C@H](N(CC1F)C(=O)OC(C)(C)C)C1=CC=CC=C1 tert-butyl (2S,4S)-4-amino-5-fluoro-2-phenylpiperidine-1-carboxylate